C(C)(=O)OCCCCP(=O)(OC)OC1=C(C(=CC(=C1)CCCCC)O)C1CCCC(=C1)C 4-(((6-hydroxy-5'-methyl-4-pentyl-1',2',3',4'-tetrahydro-[1,1'-biphenyl]-2-yl)oxy)(methoxy)phosphoryl)butyl acetate